COC(C(=O)O)(C)C 2-methoxy-2-methylpropionic acid